ClC=1C=C(C=CC1Cl)C=1C=C2CCCC(C2=CC1)NC(O[C@@H]1CN2CCC1CC2)=O (S)-quinuclidin-3-yl (6-(3,4-dichlorophenyl)-1,2,3,4-tetrahydronaphthalen-1-yl)carbamate